di-n-butylmethylene(cyclopentadienyl)(2,7-dimethyl-3,6-di-(trimethylsilyl)-butylfluorenyl)zirconium dichloride [Cl-].[Cl-].C(CCC)C(CCCC)=[Zr+2](C1=C(C=CC=2C3=CC(=C(C=C3CC12)C)[Si](C)(C)C)CC(C(C)[Si](C)(C)C)C)C1C=CC=C1